(1aS,5aS)-2-(5-Ethyl-pyridin-2-yl)-1a,2,5,5a-tetrahydro-1H-2,3-diaza-cyclopropa[a]pentalene-4-carboxylic acid (2-hydroxy-1,1-dimethylethyl)-amide OCC(C)(C)NC(=O)C=1C=2C[C@H]3[C@@H](C2N(N1)C1=NC=C(C=C1)CC)C3